N1-(3,4-dihydroxyphenyl)-N3-(6-(methoxy-d3)pyridin-2-yl)malonamide OC=1C=C(C=CC1O)NC(CC(=O)NC1=NC(=CC=C1)OC([2H])([2H])[2H])=O